3-(2,4-Dioxohexahydropyrimidin-1-yl)-4-methoxy-N-[(3R)-1-(4-piperidylmethyl)-3-piperidyl]benzamide O=C1N(CCC(N1)=O)C=1C=C(C(=O)N[C@H]2CN(CCC2)CC2CCNCC2)C=CC1OC